COC/C=C/C1=NC(=NC(=C1)N1N=C(C=C1)C=1C=C(C=CC1)C)OCC1OCCC1 (E)-4-(3-methoxyprop-1-en-1-yl)-2-((tetrahydrofuran-2-yl)methoxy)-6-(3-(m-tolyl)-1H-pyrazol-1-yl)pyrimidine